IC1=CC(=C(C=C1)C1=NC=NO1)N1CCC2(CC2)CC1 5-(4-iodo-2-(6-azaspiro[2.5]oct-6-yl)phenyl)-1,2,4-oxadiazole